5-bromo-4-[4-[tert-butyl(dimethyl)silyl]oxy-1-piperidyl]-2-nitro-benzaldehyde BrC=1C(=CC(=C(C=O)C1)[N+](=O)[O-])N1CCC(CC1)O[Si](C)(C)C(C)(C)C